(S)-3-acetylthio-2-methylpropanoyl chloride C(C)(=O)SC[C@@H](C(=O)Cl)C